Adipic acid dihydrazide Triethyl-orthoacetate C(C)C(C(O)(O)O)(CC)CC.C(CCCCC(=O)NN)(=O)NN